methyl 2-fluoro-4-[4-[[4-[3-methyl-4-[4-[[3-(2,2,2-trifluoro-1,1-dimethyl-ethyl)-1H-1,2,4-triazol-5-yl]methylcarbamoyl]pyrazol-1-yl]phenyl]phenyl]methyl]piperazin-1-yl]benzoate FC1=C(C(=O)OC)C=CC(=C1)N1CCN(CC1)CC1=CC=C(C=C1)C1=CC(=C(C=C1)N1N=CC(=C1)C(NCC1=NC(=NN1)C(C(F)(F)F)(C)C)=O)C